5-(2-chloro-7-(8-ethyl-7-fluoro-3-(methoxymethoxy)naphthalen-1-yl)-8-fluoropyrido[4,3-d]pyrimidin-4-yl)-4,5,6,7-tetrahydropyrazolo[1,5-a]pyrazine-3-carbonitrile ClC=1N=C(C2=C(N1)C(=C(N=C2)C2=CC(=CC1=CC=C(C(=C21)CC)F)OCOC)F)N2CC=1N(CC2)N=CC1C#N